IC1=C(C=CC=C1)SC (2-iodophenyl)(methyl)sulfane